(R)-3-hydroxyMethylpyrrolidin-1-yl-nicotinamide OC[C@H]1CN(CC1)C1=C(C(=O)N)C=CC=N1